5-chloro-6-oxo-1,6-dihydropyridine-2-carboxylic acid ClC1=CC=C(NC1=O)C(=O)O